methyl (R)-2-((1H-pyrrolo[2,3-b]pyridin-5-yl)oxy)-4-(4-(2-(2-cyclopropyl phenyl)pyrrolidin-1-yl)benzyl)benzoate N1C=CC=2C1=NC=C(C2)OC2=C(C(=O)OC)C=CC(=C2)CC2=CC=C(C=C2)N2[C@H](CCC2)C2=C(C=CC=C2)C2CC2